6-bromo-7-hydroxy-2,2-dimethylchroman-4-one BrC=1C=C2C(CC(OC2=CC1O)(C)C)=O